Trans-2-((2-(1-(4-methoxybenzyl)-1H-1,2,3-triazol-4-yl)cyclopropyl)methyl)isoindolin-1-one ethyl-(R or S)-3-(1-(2-hydroxy-2-methylpropyl)-1H-pyrazol-4-yl)cyclohex-3-ene-1-carboxylate C(C)OC(=O)[C@H]1CC(=CCC1)C=1C=NN(C1)CC(C)(C)O.COC1=CC=C(CN2N=NC(=C2)[C@H]2[C@@H](C2)CN2C(C3=CC=CC=C3C2)=O)C=C1 |o1:5|